COC[C@@H]1N(CCNC1)C(=O)OC(C)(C)C tert-butyl (2R)-2-(methoxymethyl)piperazine-1-carboxylate